C(CCC)[Sn+3] butyltin(IV)